(S)-N1-ethyl-5-(7-fluorobenzo[b]thiophene-2-carboxamido)-N6-(1-(2-(2-adamantylamino)-2-oxoethyl)-2-oxo-1,2-dihydropyridin-3-yl)-2-oxohexanediamide C(C)NC(C(CC[C@@H](C(=O)NC=1C(N(C=CC1)CC(=O)NC1C2CC3CC(CC1C3)C2)=O)NC(=O)C2=CC3=C(S2)C(=CC=C3)F)=O)=O